C(C1=CC=CC=C1)N1N=CC(=C1C)C(CN1C(C=CC(=C1)\C=C\CN(C)C)=O)=O (E)-1-(2-(1-benzyl-5-methyl-1H-pyrazol-4-yl)-2-oxoethyl)-5-(3-(dimethylamino)prop-1-en-1-yl)pyridin-2(1H)-one